N,N'-bis(phenyl)benzidine cyclobutyl-(1R,3r)-3-(6-fluoro-5-(((R)-1-(2-hydroxypyridin-3-yl)ethyl)amino)pyrazolo[1,5-a]pyrimidine-3-carboxamido)4-methylbenzenesulfonate C1(CCC1)OS(=O)(=O)C1=CC(=C(C=C1)C)NC(=O)C=1C=NN2C1N=C(C(=C2)F)N[C@H](C)C=2C(=NC=CC2)O.C2(=CC=CC=C2)NC2=CC=C(C=C2)C2=CC=C(NC1=CC=CC=C1)C=C2